2-({3-chloro-2-[(4-ethyl-2-fluorophenyl)methoxy]-5,6,7,8-tetrahydro-1,7-naphthyridin-7-yl}methyl)-1-{[(2S)-oxetan-2-yl]methyl}-1H-1,3-benzodiazole-6-carboxylic acid ClC=1C(=NC=2CN(CCC2C1)CC1=NC2=C(N1C[C@H]1OCC1)C=C(C=C2)C(=O)O)OCC2=C(C=C(C=C2)CC)F